ClC=1C=2C(N=C3N(C2C=CC1)C1=CC(=CC=C1C3(C)C)C3(CCN(CC3)C(=O)OC(C)(C)C)O)=O tert-butyl 4-(4-chloro-7,7-dimethyl-5-oxo-5,7-dihydroindolo[1,2-a]quinazolin-10-yl)-4-hydroxypiperidine-1-carboxylate